6-methyl-6-(trifluoromethyl)-6,7-dihydro-5H-pyrazolo[5,1-b][1,3]oxazine CC1(CN2C(OC1)=CC=N2)C(F)(F)F